CO[Si](CCCN1N=NN=C1)(OC)OC 1-[3-(trimethoxysilyl)propyl]-1H-tetrazole